[2H]C1=CC=C2C=CC3=CC=CC4=C3C2=C1C=C4 deuteropyrene